diguanidin phosphate P(=O)(O)(O)O.NC(=N)N.NC(=N)N